t-Butyl(3-iodo-4-nitrophenyl) (methyl)carbamate CNC(OC1=C(C(=C(C=C1)[N+](=O)[O-])I)C(C)(C)C)=O